OC=1C=C(C=CC1O)/C=C/C(=O)OCCC1=CC=CC=C1 2-phenylethyl (e)-3-(3,4-dihydroxyphenyl)prop-2-enoate